OC1=CC=C(C=C1)C1CN(C1)C(CC1CN(CC1)C#N)=O 3-(2-(3-(4-hydroxyphenyl)azetidin-1-yl)-2-oxoethyl)pyrrolidine-1-carbonitrile